C1(CC1)C=1OC=CN1 cyclopropyloxazole